C(C)(C)(C)OC(NCCOC=1C(=C2CC(CC2=CC1)N)Cl)=O N-[2-[(2-amino-4-chloro-2,3-dihydro-1H-inden-5-yl)oxy]ethyl]carbamic acid tert-butyl ester